4-fluoro-1-(pyridin-2-yl)-1H-indole-5-carboxylic acid FC1=C2C=CN(C2=CC=C1C(=O)O)C1=NC=CC=C1